C[C@@H]1CN(CCO1)CC=1NC=2C(N(C=C(C2C1)C1CC1)C1=CC(=CC(=N1)C#N)C1=C(C=C(C=C1)F)C=1N(C=CN1)C)=O 6-(2-{[(R)-2-methyl-4-morpholinyl]methyl}-4-cyclopropyl-7-oxo-1,6-dihydro-1,6-diaza-6-indenyl)-4-[4-fluoro-2-(1-methyl-2-imidazolyl)phenyl]-2-pyridinecarbonitrile